C(NC(=O)NC1(NC(NC1=O)=O)CO)NC(=O)NC1(NC(NC1=O)=O)CO methylenebis{3-[4-(hydroxymethyl)-2,5-dioxoimidazolidin-4-yl]urea}